3-cyanomethyl-2-(4-tolyl)indazole C(#N)CC=1N(N=C2C=CC=CC12)C1=CC=C(C=C1)C